C12CC(CC(CC1)N2)NC(C2=CC(=CC=C2)N2C=NC=C2)=O N-(8-azabicyclo[3.2.1]octan-3-yl)-3-(1H-imidazol-1-yl)benzamide